tert-butyl (1R,5S)-3-(7-chloro-8-fluoro-2-methoxypyrido[4,3-d]pyrimidin-4-yl)-3,8-diazabicyclo[3.2.1]octane-8-carboxylate ClC1=C(C=2N=C(N=C(C2C=N1)N1C[C@H]2CC[C@@H](C1)N2C(=O)OC(C)(C)C)OC)F